(R)-1-(3-(3-chlorO-6-(1-methyl-1H-pyrazol-4-ylamino)-1H-pyrazolO[3,4-d]pyrimidin-4-ylamino)piperidin-1-yl)prop-2-en-1-one ClC1=NNC2=NC(=NC(=C21)N[C@H]2CN(CCC2)C(C=C)=O)NC=2C=NN(C2)C